ClC1=NC=C(C(=C1)N1CC=C(C=C1C)OCC1=CC=C(C=C1)OC)C 2'-chloro-4-((4-methoxybenzyl)oxy)-5',6-dimethyl-2H-[1,4'-bipyridine]